ClC1=NN(C=C1NC1=NC=C(C(=N1)NC=1C=C(C=CC1F)NC(C=C)=O)C1=CC=C(C=C1)C(F)(F)F)CCN(C)C N-(3-((2-((3-chloro-1-(2-(dimethylamino)ethyl)-1H-pyrazol-4-yl)amino)-5-(4-(trifluoromethyl)phenyl)pyrimidin-4-yl)amino)-4-fluorophenyl)acrylamide